C(C1=CC(C(=O)OCC(CCCC)CC)=CC=C1)(=O)OCCCCCC hexyl (2-ethylhexyl) isophthalate